tert-butyl (S)-((2'-(3-(4-formylpicolinamido)-2-methylphenyl)-6-methoxy-3'-methyl-[2,4'-bipyridin]-5-yl)methyl)((5-oxopyrrolidin-2-yl)methyl)carbamate C(=O)C1=CC(=NC=C1)C(=O)NC=1C(=C(C=CC1)C1=NC=CC(=C1C)C1=NC(=C(C=C1)CN(C(OC(C)(C)C)=O)C[C@H]1NC(CC1)=O)OC)C